2-((1S,5R,6R)-6-phenyl-8-azabicyclo[3.2.1]octan-8-yl)isoindoline-1,3-dione C1(=CC=CC=C1)[C@@H]1[C@H]2CCC[C@@H](C1)N2N2C(C1=CC=CC=C1C2=O)=O